C(C)(C)(C)OC(=O)N1CCCC12CN(CC2)C\C=C\C(=C=O)OC.C(C)(C)(CCC)OOC2(CC(CC(C2)C)(C)C)OOC(C)(C)CCC 1,1-di(t-hexylperoxy)-3,3,5-trimethyl-cyclohexane tert-butyl-(E)-7-(4-methoxy-4-carbonylbut-2-en-1-yl)-1,7-diazaspiro[4.4]nonane-1-carboxylate